2-Amino-1-(3-methoxy-2,6-dimethylphenyl)-6-methyl-5-(pyrrolidin-1-yl)-1H-pyrrolo[2,3-b]pyridine-3-carbonitrile NC1=C(C=2C(=NC(=C(C2)N2CCCC2)C)N1C1=C(C(=CC=C1C)OC)C)C#N